6-oxo-6-[(2-propyl-pentyl)oxy]hexanoic acid O=C(CCCCC(=O)O)OCC(CCC)CCC